2-fluoro-4-(5-(2-fluoro-6-methoxyphenyl)-1H-pyrazolo[3,4-c]pyridin-3-yl)-N-methylbenzamide FC1=C(C(=O)NC)C=CC(=C1)C1=NNC2=CN=C(C=C21)C2=C(C=CC=C2OC)F